ClC=1C(=NC(=NC1)NC1=C(C=C(C=C1)N1CCC2(CC1)CCN(CC2)C)OC(F)F)NC2=C(SC=C2)C(=O)N 3-((5-chloro-2-((2-(difluoromethoxy)-4-(9-methyl-3,9-diazaspiro[5.5]undecan-3-yl)phenyl)amino)pyrimidin-4-yl)amino)thiophene-2-carboxamide